N1CC(CNCCC1)CS (1,5-diazacyclooct-3-yl)methanethiol